4-amino-3-[3-(trifluoromethyl)pyridin-2-yl]benzonitrile NC1=C(C=C(C#N)C=C1)C1=NC=CC=C1C(F)(F)F